[NH+]1=CCC2=CC(=CC=C12)S(=O)(=O)O 3H-indol-1-ium-5-sulfonic acid